2-fluoro-4-(pyrazin-2-yl)benzoic acid FC1=C(C(=O)O)C=CC(=C1)C1=NC=CN=C1